methyl [(2-cyano-5-fluorophenyl)sulfanyl]acetate C(#N)C1=C(C=C(C=C1)F)SCC(=O)OC